OC1=C(C=CC=C1)C1=CC(=CN=N1)N1CCC(CC1)(C(=O)N1CCC(CC1)CC(=O)N1CCN(CC1)C1=CC=C(C=C1)[C@@H]1C(NC(CC1)=O)=O)C1=CC=CC=C1 |r| rac-(3R)-3-(4-{4-[2-(1-{1-[6-(2-hydroxyphenyl)pyridazin-4-yl]-4-phenylpiperidine-4-carbonyl}piperidin-4-yl)acetyl]piperazin-1-yl}phenyl)piperidine-2,6-dione